ClCC(=O)NC=1C=C2N=CC=NC2=CC1 2-Chloro-N-(6-quinoxalinyl)acetamide